C1(CC1)C1=NC=NC(=C1C1=NC=C(C(=N1)NCC1=CC=C(C=C1)C=1N(C=C(N1)C(F)(F)F)C(C)C)C(=O)OC)OC methyl 4'-cyclopropyl-4-[({4-[1-isopropyl-4-(trifluoromethyl) imidazol-2-yl] phenyl} methyl) amino]-6'-methoxy-[2,5'-bipyrimidine]-5-carboxylate